2,3-dibromo-5H-pyrrolo[1,2-a]imidazol-7(6H)-one BrC=1N=C2N(C1Br)CCC2=O